5,12-dihydroquinolino[2,3-b]acridine-6,7,13,14-tetrone C1=CC=CC=2NC=3C(C4=C(C(C3C(C12)=O)=O)NC1=CC=CC=C1C4=O)=O